N1=CCN(C=C1)S pyrazine-4-thiol